(6,6-difluoro-3-bicyclo[3.1.0]hexyl)-[(5s,7s)-7-fluoro-5-phenyl-6,7-dihydro-5H-pyrrolo[1,2-b][1,2,4]triazol-2-yl]methanone FC1(C2CC(CC12)C(=O)C=1N=C2N(N1)[C@@H](C[C@@H]2F)C2=CC=CC=C2)F